(S)-(+)-3-hydroxy-N-methylpyrrolidine CN1CC[C@@H](C1)O